CN(C)CC1=C(C=CC(=N1)NC=1C=NC(=C2C=CNC(C12)=O)C1=C2C(=NC=C1)N(C=C2)C)N2CCOCC2 8-((6-((dimethyl-amino)methyl)-5-morpholinopyridin-2-yl)amino)-5-(1-methyl-1H-pyrrolo[2,3-b]pyridin-4-yl)-2,6-naphthyridin-1(2H)-one